tert-butyl 3-((tosyloxy)methyl)azetidine-1-carboxylate S(=O)(=O)(C1=CC=C(C)C=C1)OCC1CN(C1)C(=O)OC(C)(C)C